C(C(C)C)C1=CC=C(C=C1)[C@@H](C(=O)N1C=CC2=C1N=CN=C2N2C[C@]1([C@H](CN1C(CC#N)=O)C)CC2)C 3-((3S,4R)-6-(7-((S)-2-(4-isobutylphenyl)propionyl)-7H-pyrrolo[2,3-d]pyrimidin-4-yl)-3-methyl-1,6-diazaspiro[3.4]oct-1-yl)-3-oxopropionitrile